(R)-2,5-dichloro-3-((1-((2,4-dimethyl-6-oxo-1,6-dihydropyrimidin-5-yl)methyl)-4-(1-fluoroethyl)-6-oxo-1,6-dihydropyrimidin-5-yl)oxy)benzonitrile ClC1=C(C#N)C=C(C=C1OC1=C(N=CN(C1=O)CC1=C(N=C(NC1=O)C)C)[C@@H](C)F)Cl